(1S,4S)-4-(8-((5-chloropyridin-3-yl)amino)-2-((4-methyltetrahydro-2H-pyran-4-yl)amino)-9H-purin-9-yl)cyclohexane-1-carboxamide ClC=1C=C(C=NC1)NC=1N(C2=NC(=NC=C2N1)NC1(CCOCC1)C)C1CCC(CC1)C(=O)N